FC1=CC=C(C=C1)N1C(C(NC2=CC=CC=C12)=O)=O 1-(4-fluorophenyl)quinoxaline-2,3(1H,4H)-dione